tert-butyl 4-[4-[1-[(4R,8R,9aS)-2-(8-cyano-5-quinolyl)-4-methyl-1,3,4,6,7,8,9,9a-octahydropyrido[1,2-a]pyrazin-8-yl]azetidin-3-yl]phenyl]piperazine-1-carboxylate C(#N)C=1C=CC(=C2C=CC=NC12)N1C[C@H]2N([C@@H](C1)C)CC[C@H](C2)N2CC(C2)C2=CC=C(C=C2)N2CCN(CC2)C(=O)OC(C)(C)C